OC(C)(C)C1=CC=C(C=C1)C=1O[C@@H]([C@]([C@@](C1)(O)OCC1=CC=CC=C1)(O)OCC1=CC=CC=C1)C(O)OCC1=CC=CC=C1 1-(4-(2-hydroxypropan-2-yl)phenyl)-3,4,6-tribenzyloxy-D-glucal